BrC=1C=C(C=CC1)C1(CCC1)C=O 1-(3-bromophenyl)cyclobutane-carbaldehyde